NC1=NC2=CC(=CC=C2C=C1F)CCC=1C(C(C(C1)N1C=CC2=C1N=CN=C2N)O)O 3-(2-(2-amino-3-fluoroquinolin-7-yl)ethyl)-5-(4-amino-7H-pyrrolo[2,3-d]pyrimidin-7-yl)cyclopent-3-ene-1,2-diol